6-[4-(2-{5-chloro-2-oxo-1,2-dihydrospiro[indole-3,4'-piperidin]-1'-yl}ethoxy)-2-fluorobenzoyl]-2λ6-thia-6-azaspiro[3.3]heptane-2,2-dione ClC=1C=C2C(=CC1)NC(C21CCN(CC1)CCOC1=CC(=C(C(=O)N2CC3(CS(C3)(=O)=O)C2)C=C1)F)=O